CN(CCNC1NC(=NC2=CC=CC=C12)C1=CC=C(C=C1)N1CCN(CC1)C)C N,N-dimethyl-N'-{2-[4-(4-methyl-piperazin-1-yl)-phenyl]-3,4-dihydro-quinazoline-4-yl}-ethane-1,2-diamine